2-((((4-(methoxycarbonyl)piperidin-1-yl)sulfonyl)carbamoyl)oxy)acetic acid COC(=O)C1CCN(CC1)S(=O)(=O)NC(=O)OCC(=O)O